O1C(NC2=C1C=CC=C2)=O 2(3H)-benzoxazolone